C1(CC1)NC(=O)C1=CC(=NN1CC1=CC(=CC=C1)C)C(=O)NC N5-cyclopropyl-N3-methyl-1-(3-methylbenzyl)-1H-pyrazole-3,5-dicarboxamide